3-Butene-1-ol C(CC=C)O